ClC1=CC=C(C=C1)[C@H]1OC1 (R)-2-(4-chlorophenyl)oxirane